N5-[4-(1,1-dimethylethyl)phenyl]-N2,N2-dihexyl-2,5-Pyrimidinediamine CC(C)(C)C1=CC=C(C=C1)NC=1C=NC(=NC1)N(CCCCCC)CCCCCC